(2-(4-chlorophenyl)-2-thiocyanovinyl) (phenyl) selenoether C1(=CC=CC=C1)[Se]C=C(SC#N)C1=CC=C(C=C1)Cl